5-(((2-methoxyethyl)amino)methyl)pyrimidin COCCNCC=1C=NC=NC1